C1(CC1)C1=CC(=C(C=C1)NC1=CC(=NC=C1C(=O)NOCC)NC=1C=NC(=CC1)F)NS(=O)(=O)C 4-((4-cyclopropyl-2-(N-methylsulphonylamino)phenyl)amino)-N-ethoxy-6-((6-fluoropyridin-3-yl)amino)nicotinamide